[Si](C)(C)(C(C)(C)C)OCCC(O)C1C(N(CC1)C(=O)OC(C)(C)C)=O tert-butyl 3-{3-[(tert-butyldimethylsilyl)oxy]-1-hydroxypropyl}-2-oxopyrrolidine-1-carboxylate